FC1=C(CN2CC3(C2)CNC3)C=CC(=C1)C(F)(F)F 2-(2-Fluoro-4-(trifluoromethyl)benzyl)-2,6-diazaspiro[3.3]heptane